2-(1H-imidazol-2-yl)-6-(phenylsulfonyl)imidazo[4,5-d]pyrrolo[2,3-b]pyridin N1C(=NC=C1)C1=NC=2C(C=3C(=NC2)N(CC3)S(=O)(=O)C3=CC=CC=C3)=N1